FC(C1=NN=C(O1)C1=CC=C(C=C1)CN1N=C(N=N1)C=1C=C(C(=CC1)NC)N)F 4-[2-[[4-[5-(difluoromethyl)-1,3,4-oxadiazol-2-yl]phenyl]methyl]tetrazol-5-yl]-1-N-methylbenzene-1,2-diamine